3-methyl-heptadiene CC(C=C)=CCCC